C(#N)CC1(CN(C1)C(=O)OC(C)(C)C)N1N=C(C(=C1)B1OC(C(O1)(C)C)(C)C)C tert-butyl 3-(cyanomethyl)-3-[3-methyl-4-(4,4,5,5-tetramethyl-1,3,2-dioxaborolan-2-yl)-1H-pyrazol-1-yl]azetidine-1-carboxylate